tert-butyl [(1S,3R)-3-[[6-bromo-3-[N'-(2-chloro-5-fluorophenyl)carbamimidoyl]pyrrolo[1,2-b]pyridazin-4-yl]amino]cyclopentyl]carbamate BrC=1C=C2N(N=CC(=C2N[C@H]2C[C@H](CC2)NC(OC(C)(C)C)=O)C(N)=NC2=C(C=CC(=C2)F)Cl)C1